[4-(2-phenoxypropionylamino)phenyl]-1H-naphtho[1,2-b][1,4]diazepine-2,4(3H,5h)-dione O(C1=CC=CC=C1)C(C(=O)NC1=CC=C(C=C1)N1C2=C(NC(CC1=O)=O)C=CC1=CC=CC=C12)C